C(C)(C)(C)OC(=O)N[C@H](C(SCCNC(CCNC(=O)[C@@H]1OC(OCC1(C)C)CC1=CC=C(C=C1)OC)=O)=O)CCCNC(=O)OC(C)(C)C S-(2-(3-((4R)-2-(4-methoxybenzyl)-5,5-dimethyl-1,3-dioxane-4-carboxamido)propanamido)ethyl) (2S)-2,5-bis((tert-butoxycarbonyl)amino)pentanethioate